ClC1=C(C(=O)N(C=2NC=CN2)C2=CC(=C(C=C2)Cl)C2=NC=CC=C2)C=CC(=C1)C(=O)N 2-chloro-N1-(4-chloro-3-(pyridin-2-yl)phenyl)-N-(1H-imidazol-2-yl)terephthalamide